6-(2-Fluoro-4-methoxyphenyl)-N-[(2-oxo-1H-pyridin-3-yl)sulfonyl]-2-[(4S)-2,2,4-trimethylpyrrolidin-1-yl]pyridin-3-carboxamid FC1=C(C=CC(=C1)OC)C1=CC=C(C(=N1)N1C(C[C@@H](C1)C)(C)C)C(=O)NS(=O)(=O)C=1C(NC=CC1)=O